2-fluorophenylethyl-ammonium bromide [Br-].FC1=C(C=CC=C1)CC[NH3+]